C(C)[Si](CCCCCCCC)(C)C Ethyldimethyl-(octyl)silane